FC1=CC=C(C=C1)N(C(OC1=C(C=C(C=C1C(F)(F)F)C(F)(F)F)C=1C=NN(C1)CC(CN(C)C)O)=O)C([2H])([2H])[2H] 2-{1-[3-(dimethylamino)-2-hydroxypropyl]-1H-pyrazol-4-yl}-4,6-bis(trifluoromethyl)phenyl N-(4-fluorophenyl)-N-(methyl-d3)carbamate